FC1=C(C=CC(=C1I)F)NS(=O)(=O)C1=C(C=CC(=C1)C(F)(F)F)F N-(2,4-difluoro-3-iodophenyl)-2-fluoro-5-(trifluoromethyl)benzenesulfonamide